4-(4-fluorobenzo[d]oxazol-2-yl)-1,4,6,7-tetrahydro-5H-imidazo[4,5-c]pyridin FC1=CC=CC2=C1N=C(O2)C2NCCC1=C2N=CN1